CS(=O)(=O)C1=CC(=C(N)C=C1)C(F)(F)F 4-methylsulfonyl-2-(trifluoromethyl)aniline